rel-(3R)-5-[6-methyl-5-[[4-methyl-6-(methylamino)pyrimidin-2-yl]amino]-2,3-dihydrobenzofuran-7-yl]-2,3,4,7-tetrahydro-1H-azepin-3-ol CC1=C(C2=C(CCO2)C=C1NC1=NC(=CC(=N1)C)NC)C=1C[C@H](CNCC1)O |o1:22|